1,3-bis(4-α-hydroxypropylphenyl)propane OC(CC)C1=CC=C(C=C1)CCCC1=CC=C(C=C1)C(CC)O